COC[C@@]1(NC2=C(N(C1=O)C([2H])([2H])[2H])C=NC1=C2C=CN1S(=O)(=O)C1=CC=CC=C1)C (S)-2-(Methoxymethyl)-2-methyl-4-(methyl-d3)-7-(benzenesulfonyl)-1,2,4,7-tetrahydro-3H-pyrrolo[3',2':5,6]pyrido[3,4-b]pyrazin-3-one